C(C=C)(=O)O.C(CCCS)S 1,4-butanedithiol monoacrylate